CC(C)(C#CCCC)C.[Co] cobalt (2,2-dimethyl-3-heptyne)